N1-benzyl-N3-(3-chloropyridin-2-yl)-2-(2-(dimethylamino)ethoxy)benzene-1,3-diamine C(C1=CC=CC=C1)NC1=C(C(=CC=C1)NC1=NC=CC=C1Cl)OCCN(C)C